C1(CCC1)NC(=O)C1C(C2=CC=C(C=C2C1=O)S(=O)(=O)C=1C=C2C(C(C(C2=CC1)=O)C(NC1CCC1)=O)=O)=O N-cyclobutyl-5-{[2-(cyclobutylcarbamoyl)-1,3-dioxo-2,3-dihydro-1H-inden-5-yl]sulfonyl}-1,3-dioxo-2,3-dihydro-1H-indene-2-carboxamide